C1(=CC=CC=C1)S(=O)(=O)N1C=CC2=CC=C(C=C12)OC 1-(benzenesulfonyl)-6-methoxy-indole